[Si](C)(C)(C(C)(C)C)OCCOC1=C(C(=NC=C1)C(C)C)N1C(NC(C2=C1N=C(C(=C2)F)Cl)=O)=O 1-(4-(2-((tert-butyldimethylsilyl)oxy)ethoxy)-2-isopropylpyridin-3-yl)-7-chloro-6-fluoropyrido[2,3-d]pyrimidine-2,4(1H,3H)-dione